(3-(3-fluoro-5-methylphenyl)-4-(4-oxopiperidin-1-yl)quinolin-6-yl)boronic acid FC=1C=C(C=C(C1)C)C=1C=NC2=CC=C(C=C2C1N1CCC(CC1)=O)B(O)O